9,9-bis(p-hydroxyphenyl)fluorene tert-butyl-(3R)-4-(2-chloro-7-ethyl-6-oxo-5H-1,5-naphthyridine-3-carbonyl)-3-(2-hydroxyethyl)piperazine-1-carboxylate C(C)(C)(C)OC(=O)N1C[C@H](N(CC1)C(=O)C=1C(=NC=2C=C(C(NC2C1)=O)CC)Cl)CCO.OC1=CC=C(C=C1)C1(C2=CC=CC=C2C=2C=CC=CC12)C1=CC=C(C=C1)O